ClC=1C(=C2C(=NC1)NC(=N2)C2=CC=C(C=C2)N2CCN(CC2)CCOCC)NC2CCN(CC2)CC=2SC=CC2 6-Chloro-2-{4-[4-(2-ethoxyethyl)piperazin-1-yl]phenyl}-N-[1-(thiophen-2-ylmethyl)piperidin-4-yl]-3H-imidazo[4,5-b]pyridin-7-amine